[2H]C([2H])([2H])C([2H])(C([2H])([2H])[2H])C([2H])([2H])C(=O)O isovaleric acid-d9